ClC1=CC=C(C=NCCCC)C=C1 N-(4-chlorobenzylidene)butan-1-amine